C(\C=C/C(=O)O)(=O)O.CN1CCN(CC1)CC(=O)N(C)C1=CC=C(N\C(\C2=CC=CC=C2)=C\2/C(NC3=CC(=CC=C23)C(=O)OC)=O)C=C1.CN1CCN(CC1)CC(=O)N(C)C1=CC=C(N\C(\C2=CC=CC=C2)=C\2/C(NC3=CC(=CC=C23)C(=O)OC)=O)C=C1 bis{3-Z-[1-(4-(N-((4-methyl-piperazin-1-yl)-methylcarbonyl)-N-methyl-amino)-anilino)-1-phenyl-methylene]-6-methoxycarbonyl-2-indolinone} maleate